3-bromo-9-(4-(2-(2-(2-methoxyethoxy)ethoxy)ethoxy)phenyl)-9H-carbazole BrC=1C=CC=2N(C3=CC=CC=C3C2C1)C1=CC=C(C=C1)OCCOCCOCCOC